C(CC)[Si](O[Si](O[Si](CCCN)(CCC)CCC)(CCC)CCC)(CCCN)CCC 1,1,3,3,5,5-Hexa-propyl-1,5-bis(3-aminopropyl)trisiloxan